BrC=1C(=CC2=C(S(CC(CN2C2=CC=CC=C2)C2CCCCC2)(=O)=O)C1)Cl 8-bromo-7-chloro-3-cyclohexyl-5-phenyl-2,3,4,5-tetrahydrobenzo[b][1,4]thiazepine 1,1-dioxide